8-[(1R)-1-(4-chloro-2-methylsulfonyl-anilino)ethyl]-3,6-dimethyl-2-morpholino-quinoline-4-carbonitrile ClC1=CC(=C(N[C@H](C)C=2C=C(C=C3C(=C(C(=NC23)N2CCOCC2)C)C#N)C)C=C1)S(=O)(=O)C